ClC1=C(C(=CC=C1)F)N1N=C(C(=C1)NC1=CC=C(C=C1)N1N=C2C(=C1)COCC2)C(=O)N 1-(2-chloro-6-fluorophenyl)-4-((4-(6,7-dihydropyrano[4,3-c]pyrazol-2(4H)-yl)phenyl)amino)-1H-pyrazole-3-carboxamide